FC(O[Si](OC(F)(F)F)(OC(F)(F)F)C(C(C(C(C(F)(F)F)(F)F)(F)F)(F)F)(F)F)(F)F perfluoroamyl-trimethoxysilane